1,1,1-trifluoro-2-methylpropan-2-yl (4-(4-cyanobicyclo[2.2.2]octan-1-yl)pyrimidin-2-yl)((4-(3-cyclopropyl-1,2,4-oxadiazol-5-yl) bicyclo[2.2.2]octan-1-yl)methyl)carbamate C(#N)C12CCC(CC1)(CC2)C2=NC(=NC=C2)N(C(OC(C(F)(F)F)(C)C)=O)CC21CCC(CC2)(CC1)C1=NC(=NO1)C1CC1